2-((3-cyano-4-(4-methoxyphenyl)-6-(thiophen-2-yl)pyridin-2-yl)thio)-N-hydroxy-2-phenylacetamide C(#N)C=1C(=NC(=CC1C1=CC=C(C=C1)OC)C=1SC=CC1)SC(C(=O)NO)C1=CC=CC=C1